FC1=CC=C(OC2=CC=C(C=C2)C2=CC(=CC(=N2)C(=O)N2CCNCC2)N2CCNCC2)C=C1 (6-(4-(4-fluorophenoxy)phenyl)-4-(piperazin-1-yl)pyridin-2-yl)(piperazin-1-yl)methanone